CC=1C(=NC=C(C1)C=1C=C2C(N(C=NC2=CC1)CCC)=O)NC(CCCC)=O N-(3-methyl-5-(4-oxo-3-propyl-3,4-dihydro-quinazolin-6-yl)pyridin-2-yl)pentanamide